S(=O)(=O)(O)O.O water, sulfate salt